CNC(C1=CN=CC(=C1)C=1C=NC(=C(C1)NS(=O)(=O)C1=CC=CC=C1)C)=O N-methyl-5-(6-methyl-5-(phenylsulfonylamino)pyridin-3-yl)nicotinamide